C(C(=O)C1=CC=CC=C1)N[C@H](C(=O)O)CCC(=O)N[C@@H](CS)C(=O)NCC(=O)O (Phenacyl)glutathione